4-((5-(2-(Ethyl(isopropyl)carbamoyl)-4-fluorophenoxy)pyrimidin-4-yl)amino)piperidine-1-carboxylic acid tert-butyl ester C(C)(C)(C)OC(=O)N1CCC(CC1)NC1=NC=NC=C1OC1=C(C=C(C=C1)F)C(N(C(C)C)CC)=O